1-[2-[(tert-butyldimethylsilyl)oxy]-2-methylpropyl]-2-(ethoxymethyl)-5-phenyl-1H-imidazole-4-carbonitrile [Si](C)(C)(C(C)(C)C)OC(CN1C(=NC(=C1C1=CC=CC=C1)C#N)COCC)(C)C